methyl 2-(3-acetamido-2-formylphenoxy)acetate C(C)(=O)NC=1C(=C(OCC(=O)OC)C=CC1)C=O